ClC1=CC=C(C=C1)C(CC(C(F)(F)F)=O)=O 1-(4-chlorophenyl)-4,4,4-trifluorobutane-1,3-dione